C(C)(C)(C)OC(=O)C(CCCCCN)N t-butoxycarbonyl-1,6-hexanediamine